The molecule is a 17alpha-hydroxy steroid and a terminal acetylenic compound. It derives from a norgestrel. It is an enantiomer of a levonorgestrel. CC[C@@]12CC[C@@H]3[C@@H]([C@H]1CC[C@@]2(C#C)O)CCC4=CC(=O)CC[C@@H]34